tert-Butyl 5-{[(1S,2R,6R,7R,8S)-7-(acetylamino)-4,4-dimethyl-3,5,9,11-tetraoxatricyclo[6.2.1.0~2,6~]undec-1-yl]methoxy}pentanoate C(C)(=O)N[C@@H]1[C@H]2OC(O[C@H]2[C@@]2(CO[C@H]1O2)COCCCCC(=O)OC(C)(C)C)(C)C